5-([1,2,4]triazolo[4,3-a]pyridin-6-yl)-4-methoxy-N-((4r,7r)-1-oxaspiro[3.5]nonan-7-yl)-7H-pyrrolo[2,3-d]pyrimidin-2-amine N=1N=CN2C1C=CC(=C2)C2=CNC=1N=C(N=C(C12)OC)NC1CCC2(CCO2)CC1